1-Benzyl-3,5-diamino-1,2,4-triazole C(C1=CC=CC=C1)N1N=C(N=C1N)N